2,2-bis[4-(4-amino-3-carboxyphenyl)phenyl]propane NC1=C(C=C(C=C1)C1=CC=C(C=C1)C(C)(C)C1=CC=C(C=C1)C1=CC(=C(C=C1)N)C(=O)O)C(=O)O